tetraphenylphosphonium Tetra-p-tolyl-borate C1(=CC=C(C=C1)[B-](C1=CC=C(C=C1)C)(C1=CC=C(C=C1)C)C1=CC=C(C=C1)C)C.C1(=CC=CC=C1)[P+](C1=CC=CC=C1)(C1=CC=CC=C1)C1=CC=CC=C1